(6R,6aS,11aR)-9-(tert-butyl)(cyclopropylmethyl)-2-methoxy-8-methyl-5,6,9,11-tetrahydro-6,11a-(epiminoethano)naphtho[2,1-f]indazol-6a(7H)-ol C(C)(C)(C)N1N=C2C[C@@]34[C@@](CC2=C1C)([C@@H](CC=1C=CC(=C(C13)CC1CC1)OC)NCC4)O